N-(Cyclopropylmethyl)-5-methyl-2-oxo-3-{N-[(oxolan-3-yl)methyl]formamido}hexanamide C1(CC1)CNC(C(C(CC(C)C)N(C=O)CC1COCC1)=O)=O